anthraquinone-1,5-disulfonyl chloride C1(=CC=CC=2C(C=3C(=CC=CC3C(C12)=O)S(=O)(=O)Cl)=O)S(=O)(=O)Cl